N1=CN=C(C=C1)C=1NC(=NN1)[C@]1(COCC1)NC=1C=C(C(=O)O)C=CC1 (R)-3-((3-(5-(pyrimidin-4-yl)-4H-1,2,4-triazol-3-yl)tetrahydrofuran-3-yl)amino)benzoic acid